6-bromo-3,4-dichloroquinoline BrC=1C=C2C(=C(C=NC2=CC1)Cl)Cl